2-((8-butyl-1-oxaspiro[4.5]dec-2-yl)oxy)ethan-1-ol C(CCC)C1CCC2(CCC(O2)OCCO)CC1